CC(C)(C1=CC(=CC(=C1N)C)C)C1=CC(=CC(=C1N)C)C 6,6'-(propane-2,2-diyl)bis(2,4-dimethylaniline)